C(C)C(CCCCC(=O)O)(CC)CC 6,6-diethyl-caprylic acid